[Na].N1C=NC(=C1C(=O)O)C(=O)O imidazole-4,5-dicarboxylic acid sodium